Lithium trifluoromethansulfonat FC(S(=O)(=O)[O-])(F)F.[Li+]